C1OC(CC2=C1C=CC=C2)C=O 3,4-DIHYDRO-1H-2-BENZOPYRAN-3-CARBOXALDEHYDE